(3R,5S)-5-(2-aminopyrimidin-5-yl)oxolan-3-yl N-[(2S)-butan-2-yl]carbamate C[C@@H](CC)NC(O[C@H]1CO[C@@H](C1)C=1C=NC(=NC1)N)=O